2-morpholinylpropan-1-one N1(CCOCC1)C(C=O)C